tert-butyl 5-(4-bromo-3-fluorobenzoyl)-2,5-diazabicyclo[2.2.1]heptane-2-carboxylate BrC1=C(C=C(C(=O)N2C3CN(C(C2)C3)C(=O)OC(C)(C)C)C=C1)F